C(C)(C)(C)OC(=O)N1CCC(CC1)COC=1C=C(C(=O)O)C=C(C1)C=1SC(=CN1)C 3-{[1-(tert-butoxycarbonyl)piperidin-4-yl]methoxy}-5-(5-methyl-1,3-thiazol-2-yl)benzoic acid